Biotine OC(=O)CCCC[C@@H]1SC[C@@H]2NC(=O)N[C@H]12